CN(C)C1OCCN(C1)ON1C(CCC1=O)=O 1-((dimethylamino)(morpholino))oxypyrrolidine-2,5-dione